CCCCC/C=C/C/C=C/CCCCCCCC(=O)O[C@H]1CC[C@@]2([C@H]3CC[C@]4([C@H]([C@@H]3CC=C2C1)CC[C@@H]4[C@H](C)CCCC(C)C)C)C cholesteryl 9,12-octadecadienoate